CS(=O)(=O)N1CCC(CC1)NC1=NC=C(C(=N1)C=1N=CN(C1)C=1C(=NC(=CC1)CCC)C#N)C(F)(F)F 3-(4-(2-((1-(Methylsulfonyl)piperidin-4-yl)amino)-5-(trifluoromethyl)pyrimidin-4-yl)-1H-imidazol-1-yl)-6-propylpicolinonitrile